C1(=CC=CC=C1)CC(=O)NC=1N=NC(=CC1)OC1CCN(CC1)C=1SC(=NN1)NC(CC1=CC=CC=C1)=O 2-Phenyl-N-{6-[1-(5-phenylacetylamino-[1,3,4]thiadiazol-2-yl)-piperidin-4-yloxy]-pyridazin-3-yl}-acetamide